(2R,3S)-1-(6-oxo-5-(trifluoromethyl)-1,6-dihydropyridazin-4-yl)-3-(trifluoromethoxy)azetidin O=C1C(=C(C=NN1)N1CC(C1)OC(F)(F)F)C(F)(F)F